BrC=1C(N(C2=CC(=NC=C2C1)C=1C=NN(C1)C)CCN(C)C)=O 3-bromo-1-(2-(dimethylamino)ethyl)-7-(1-methyl-1H-pyrazol-4-yl)-1,6-naphthyridin-2(1H)-one